CN1CCC(CC1)C=1C=NC(=NC1)NC1=CC(=NN1)C1=CC=C(S1)C(=O)N 5-(5-((5-(N-methylpiperidin-4-yl)pyrimidin-2-yl)amino)-1H-pyrazol-3-yl)thiophene-2-carboxamide